C1(=CC=CC=C1)C(C1=CN=CS1)(S(=O)C)C1=CC(=CC=C1)Br 5-(phenyl-3-bromophenyl-methanesulfinylmethyl)-1,3-thiazole